1-(3,5-dibromo-2-hydroxymethylphenyl)-3-(3-trifluoromethylsulphanylphenyl)urea BrC=1C(=C(C=C(C1)Br)NC(=O)NC1=CC(=CC=C1)SC(F)(F)F)CO